COCCC(=O)[C@H](O)[C@H](O)[C@H](O)CO methoxyethyl-ribose